(2S)-2-(5-chloro-4-fluoro-2-isopropoxy-3-(6-(trifluoromethyl)pyridin-3-yl)phenyl)-N-(1-(3-Chloropyrazin-2-yl)ethyl)propanamide ClC=1C(=C(C(=C(C1)[C@@H](C(=O)NC(C)C1=NC=CN=C1Cl)C)OC(C)C)C=1C=NC(=CC1)C(F)(F)F)F